(1S,3S)-N1-(6-Cyclopropyl-1,2,4-triazin-3-yl)-N1-(5-(2,6-difluorophenyl)pyridin-2-yl)cyclopentane-1,3-diamine C1(CC1)C1=CN=C(N=N1)N([C@@H]1C[C@H](CC1)N)C1=NC=C(C=C1)C1=C(C=CC=C1F)F